5-bromo-N-[2-(4,4-dimethyl-1-piperidyl)-3-methyl-phenyl]thiophene-2-sulfonamide di-(butoxyethyl)terephthalate C(CCC)OCCOC(C1=CC=C(C(=O)OCCOCCCC)C=C1)=O.BrC1=CC=C(S1)S(=O)(=O)NC1=C(C(=CC=C1)C)N1CCC(CC1)(C)C